C1(CC1)S(=O)(=O)C=1C=C(C(=O)N2C3CC3CC2C(=O)N)C=CC1 2-(3-(cyclopropylsulfonyl)benzoyl)-2-azabicyclo[3.1.0]Hexane-3-carboxamide